tert-butyl ((1-(5-((2-chloro-3-(4-(1-(5-hydroxypyrimidin-2-yl)piperidin-4-yl)butanamido)phenyl)thio)pyrazin-2-yl)-4-methylpiperidin-4-yl)methyl)carbamate ClC1=C(C=CC=C1NC(CCCC1CCN(CC1)C1=NC=C(C=N1)O)=O)SC=1N=CC(=NC1)N1CCC(CC1)(C)CNC(OC(C)(C)C)=O